ClC1=C(C=CC=C1)CN1N=C(C=C1C1=CC(=CC=C1)OC)CO[C@@](C(=O)OC)(CC)C |r| (2R)- and (2S)-Methyl 2-([1-[(2-chlorophenyl)methyl]-5-(3-methoxyphenyl)-1H-pyrazol-3-yl]methoxy)-2-methylbutanoate